4-(2-((tert-butyldimethylsilyl)oxy)ethoxy)-2-chloropyridin-3-amine [Si](C)(C)(C(C)(C)C)OCCOC1=C(C(=NC=C1)Cl)N